C1(CC1)N1C(C(=CC2=C1N=C(N=C2)N[C@@H]2CN(C[C@H](C2)F)C(=O)OCC2=CC=CC=C2)C2=C(C(=C(C=C2)NS(=O)(=O)CC2=CC=CC=C2)F)F)=O benzyl (3S,5S)-3-((8-cyclopropyl-6-(2,3-difluoro-4-((phenylmethyl)sulfonamido)phenyl)-7-oxo-7,8-dihydropyrido[2,3-d]pyrimidin-2-yl)amino)-5-fluoropiperidine-1-carboxylat